ClC1=C(C=CC=2C3=C(NC12)CCN(C3)C(=O)C3=NN=NN3)Cl (6,7-dichloro-1,3,4,5-tetrahydro-2H-pyrido[4,3-b]indol-2-yl)(1H-tetrazol-5-yl)methanone